FC(C1=NN(C=C1[N+](=O)[O-])C1CCC(CC1)O)F 4-(3-(Difluoromethyl)-4-nitro-1H-pyrazol-1-yl)cyclohexanol